NC1=C2C(=NC=N1)N(N=C2C2=CC=C(C=C2)OC2=CC=CC=C2)C2CCC1(CN(C1)C1CN(C1)C=1C=C3C(N(C(C3=CC1)=O)C1C(NC(CC1)=O)=O)=O)CC2 5-(3-(7-(4-amino-3-(4-phenoxyphenyl)-1H-pyrazolo[3,4-d]pyrimidin-1-yl)-2-azaspiro[3.5]non-2-yl)azetidin-1-yl)-2-(2,6-dioxopiperidin-3-yl)isoindoline-1,3-dione